L-1-bromoethane BrCC